1-Amino-3-(2,5-difluoro-4-nitrophenyl)-6-(trifluoromethyl)pyrimidin-2,4(1H,3H)-dion NN1C(N(C(C=C1C(F)(F)F)=O)C1=C(C=C(C(=C1)F)[N+](=O)[O-])F)=O